ClC=1C=C(C=CC1C)NC(\C=C\C1=CC=C2C=C(C(=NC2=C1)C)C1C(NC(CC1)=O)=O)=O (E)-N-(3-chloro-4-methylphenyl)-3-(3-(2,6-dioxopiperidin-3-yl)-2-methylquinolin-7-yl)acrylamide